CC=1N=C2N(N=C(C=C2C(=O)OC)C=2C=C3C=CN(C(C3=CC2)=O)C2CCNCC2)C1 methyl 2-methyl-6-[1-oxo-2-(4-piperidyl)-6-isoquinolyl]imidazo[1,2-b]pyridazine-8-carboxylate